[N-]=C=S.N(=[N+]=[N-])C1=CC=CC=C1 azidobenzene isothiocyanate